CS=C(C#CC(C)(N(C1C(CCC1)OC1=CC=CC=C1)C)C)[O-] S-Methyl-4-methyl-4-[methyl(2-phenoxycyclopentyl)amino]pent-2-ynethioat